OC[C@H](COC)NC(OC(C)(C)C)=O (R)-tert-Butyl 1-hydroxy-3-methoxypropan-2-ylcarbamate